O1CCN(CC1)CCC1=CC=C(C=C)C=C1 4-(2-morpholinoethyl)styrene